C1C(CC12CCNCC2)COCC2=CC(=C(C(=O)O)C=C2C2CC2)F 4-(((7-azaspiro[3.5]nonan-2-yl)methoxy)methyl)-5-cyclopropyl-2-fluorobenzoic acid